N1(CCC1)C=1C=C(C=NC1)CNC(O[C@H]1[C@H](NC[C@@H]1O)CC1=CC=C(C=C1)C1=CN=CO1)=O (2R,3S,4S)-4-hydroxy-2-{[4-(1,3-oxazol-5-yl)phenyl]methyl}pyrrolidin-3-yl N-{[5-(azetidin-1-yl)pyridin-3-yl]methyl}carbamate